CCCCCCCCCC(CC)OS(=O)(=O)C1=CC=CC=C1.[Ca] calcium 10-dodecylbenzenesulfonate